(6-(Tert-butoxy)hexyl)bis(4-(4-(tert-butyl)phenyl)-2-methyl-1H-inden-1-yl)(methyl)silane C(C)(C)(C)OCCCCCC[Si](C)(C1C(=CC2=C(C=CC=C12)C1=CC=C(C=C1)C(C)(C)C)C)C1C(=CC2=C(C=CC=C12)C1=CC=C(C=C1)C(C)(C)C)C